2-Fluoro-5-(5-(piperidin-1-yl)-1H-pyrazolo[3,4-c]pyridine-1-yl)-3-(trifluoromethyl)phenol FC1=C(C=C(C=C1C(F)(F)F)N1N=CC=2C1=CN=C(C2)N2CCCCC2)O